IC=1C=C2C(=NC1)N=C(N2)C 6-iodo-2-methyl-1H-imidazo[4,5-b]pyridine